NC1=C(C2=C(S1)C(=CC=C2B2OC(C(O2)(C)C)(C)C)F)C#N 2-Amino-7-fluoro-4-(4,4,5,5-tetramethyl-1,3,2-dioxaborolan-2-yl)benzo[b]thiophene-3-carbonitrile